((2-(((2S)-3,3-dimethyl-1-oxo-1-((3S)-3-(2-(pyridin-2-yl)morpholine-4-carbonyl)-3,4-dihydroisoquinolin-2(1H)-yl)butan-2-yl)carbamoyl)benzo[b]thiophen-5-yl)difluoromethyl)phosphonic acid CC([C@@H](C(N1CC2=CC=CC=C2C[C@H]1C(=O)N1CC(OCC1)C1=NC=CC=C1)=O)NC(=O)C1=CC2=C(S1)C=CC(=C2)C(F)(F)P(O)(O)=O)(C)C